NC=1N=NC(=CC1N1CCN(CC1)CC1=CC=C(C=C1)N1C(NC(CC1)=O)=O)C1=C(C=CC(=C1)F)O 1-(4-((4-(3-amino-6-(5-fluoro-2-hydroxyphenyl)pyridazin-4-yl)piperazin-1-yl)methyl)phenyl)dihydropyrimidine-2,4(1H,3H)-dione